COC(=O)[C@@H]1[C@H]2C([C@H]2CN1C([C@@H](NC(=O)OC(C)(C)C)C(C)C)=O)(C)C (1R,2S,5S)-3-[N-(t-Butoxycarbonyl)-L-valyl]-6,6-dimethyl-3-azabicyclo[3.1.0]hexane-2-carboxylic acid methyl ester